BrCC1=CC=CC(=N1)CN(C(OC(C)(C)C)=O)C(=O)OC(C)(C)C tert-butyl N-[[6-(bromomethyl)pyridin-2-yl]methyl]-N-[(2-methylpropan-2-yl)oxycarbonyl]carbamate